FC1=CC(=C(OC2=C(C=C(C=C2)S(=O)(=O)N)I)C(=C1)C)C 4-(4-fluoro-2,6-dimethylphenoxy)-3-iodobenzenesulfonamide